N-(5-((6-((R)-3-(2-chloro-3,6-difluorophenyl)isoxazolidine-2-yl)pyrimidine-4-yl)amino)-2-(4-(4-cyclopropylpiperazine-1-yl)piperidine-1-yl)-4-methoxyphenyl)acrylamide ClC1=C(C(=CC=C1F)F)[C@@H]1N(OCC1)C1=CC(=NC=N1)NC=1C(=CC(=C(C1)NC(C=C)=O)N1CCC(CC1)N1CCN(CC1)C1CC1)OC